2-(((4-((1-(3,4-dichlorophenyl)-4-methyl-4,5-dihydro-1H-pyrazol-3-yl)amino)-4-oxobutyl)carbamoyl)oxy)acetic acid ClC=1C=C(C=CC1Cl)N1N=C(C(C1)C)NC(CCCNC(=O)OCC(=O)O)=O